6-bromo-7-methyl-imidazo[1,2-a]pyridine HCl Cl.BrC=1C(=CC=2N(C1)C=CN2)C